N-[3-(trimethoxysilyl)-propyl]-ethylenediamine CO[Si](CCCNCCN)(OC)OC